(1S,2S,3R,4S)-3-((tert-butoxycarbonyl)amino)-5-oxobicyclo[2.2.1]heptane-2-carboxylic acid C(C)(C)(C)OC(=O)N[C@H]1[C@H]([C@@H]2CC([C@H]1C2)=O)C(=O)O